(S)-N-((R)-1-(2-(4,4-dimethylpiperidin-1-yl)-3,6-dimethyl-4-oxo-4H-chromen-8-yl)ethyl)-2-methylpropane-2-sulfinamide CC1(CCN(CC1)C=1OC2=C(C=C(C=C2C(C1C)=O)C)[C@@H](C)N[S@@](=O)C(C)(C)C)C